3-fluoro(N-methylphthalimide) FC1=C2C(C(=O)N(C2=O)C)=CC=C1